tert-butyl N-[6-[5-[(1S)-1-[[6-chloro-8-(trifluoromethyl)quinazolin-4-yl]amino] ethyl]-1,2,4-triazol-1-yl]pyrimidin-4-yl]carbamate ClC=1C=C2C(=NC=NC2=C(C1)C(F)(F)F)N[C@@H](C)C1=NC=NN1C1=CC(=NC=N1)NC(OC(C)(C)C)=O